benzyl 1-((4-fluorophenyl)(methyl)amino)-4-hydroxy-1-oxobutan-2-ylcarbamate FC1=CC=C(C=C1)N(C(C(CCO)NC(OCC1=CC=CC=C1)=O)=O)C